N1-(2-aminophenyl)-N4,N4-dimethylbenzene-1,4-disulfonamide NC1=C(C=CC=C1)NS(=O)(=O)C1=CC=C(C=C1)S(=O)(=O)N(C)C